4-chloro-5-fluoro-1-(2-methoxy-4-methylphenyl)phthalazine ClC1=NN=C(C2=CC=CC(=C12)F)C1=C(C=C(C=C1)C)OC